CCCCCCCC(CC)C1=NC=2N(C(N(C(C2N1CC1CC1)=O)C)=O)C Decan-8-ylmethyl-7-(cyclopropylmethyl)-3-methyl-1H-purine-2,6(3H,7H)-dione